FC1=CC=C(C=C1)C1C(O1)C(=O)C1=CC=C(C=C1)F (3-(4-fluorophenyl)oxiran-2-yl)(4-fluorophenyl)methanone